C(=C)SC1=CC=C(C=C1)SC1=CC=C(C=C1)SC=C 1-(vinylsulfanyl)-4-{[4-(vinylsulfanyl)phenyl]sulfanyl}benzene